8-styryl-2'-deoxyguanosine C(=CC1=CC=CC=C1)C=1N([C@H]2C[C@H](O)[C@@H](CO)O2)C=2N=C(NC(C2N1)=O)N